2-N-butyryl-3-O-(2-(4-isobutylphenyl)-propionyl)-D-glucosamine C(CCC)(=O)N[C@H]1C(O)O[C@@H]([C@H]([C@@H]1OC(C(C)C1=CC=C(C=C1)CC(C)C)=O)O)CO